2-(4-chloro-3-fluorophenyl)-5-amino-4-hydroxy-3(2H)-furanone ClC1=C(C=C(C=C1)C1OC(=C(C1=O)O)N)F